(2-(4-(1-((1-(2-(2,6-dioxopiperidin-3-yl)-1,3-dioxoisoindolin-5-yl)azetidin-3-yl)methyl)azetidin-3-yl)piperazin-1-yl)pyrimidin-4-yl)methyl Trifluoroacetate FC(C(=O)OCC1=NC(=NC=C1)N1CCN(CC1)C1CN(C1)CC1CN(C1)C=1C=C2C(N(C(C2=CC1)=O)C1C(NC(CC1)=O)=O)=O)(F)F